3-(3,4-dichlorophenyl)-1,1-dimethyl-urea ClC=1C=C(C=CC1Cl)NC(N(C)C)=O